N'-(1,3-diphenyl-1H-pyrazol-5-yl-carbonyl)-2-(phenylamino)acetohydrazide C1(=CC=CC=C1)N1N=C(C=C1C(=O)NNC(CNC1=CC=CC=C1)=O)C1=CC=CC=C1